C[C@@H]([C@@H]([C@H]1[C@H]([C@H](C[C@](O1)(C(=O)O)OC[C@@H]2[C@H]([C@@H]([C@H]([C@@H](O2)OC[C@@H]3[C@@H]([C@@H]([C@H]([C@@H](O3)O[C@@H]4[C@H]([C@@H](O[C@@H]([C@@H]4O)CO)O[C@H]5[C@H]([C@H](O[C@H]([C@@H]5O)O[C@H]6[C@H]([C@H](OC([C@@H]6NC(=O)C)O)CO)O)CO[C@H]7[C@@H]([C@H]([C@@H]([C@H](O7)CO[C@]8(C[C@@H]([C@@H]([C@@H](O8)[C@H]([C@H](C)O)NC(=O)C)NC(=O)C)O)C(=O)O)O)O)O)O)NC(=O)C)O)O)O)O)O)O)O)NC(=O)C)NC(=O)C)O The molecule is an amino octasaccharide consisting of two beta-D-galactosyl-(1->3)-N-acetyl-D-galactosamine disaccharide units linked beta(1->3), to each galactosyl residue of which is linked beta(1->6) a pseudaminyl-(2->6)-D-glucosyl branch. The molecule represents two of the repeat units of the exopolysaccharide of the the Gram negative pathogen Acinetobacter baumannii strain 54149, of which the majority of the repeat units contain the aforementioned linked pseudaminic acid moiety (PMID:29965749).